ClC1=CC(=NC=C1)C(C(C)(C)OC)NC (4-chloropyridin-2-yl)-2-methoxy-N,2-dimethylpropan-1-amine